C(C1=CC=CC=C1)N1CCC(C2=CC=CC=C12)(O)C=1C=C2C(N(C(C2=CC1)=O)C1C(NC(CC1)=O)=O)=O 5-(1-benzyl-4-hydroxy-1,2,3,4-tetrahydroquinolin-4-yl)-2-(2,6-dioxopiperidin-3-yl)isoindoline-1,3-dione